(9S)-9-ethyl-5-fluoro-9-hydroxy-4-methyl-10,13-dioxo-2,3,9,10,13,15-hexahydro-1H,12H-benzo[de]pyrano[3',4':6,7]indolizino[1,2-b]quinolin-1-yl (4-nitrophenyl) carbonate C(OC1CCC=2C=3C1=C1C(=NC3C=C(C2C)F)C2=CC3=C(C(N2C1)=O)COC([C@]3(O)CC)=O)(OC3=CC=C(C=C3)[N+](=O)[O-])=O